ClC=1N=C2C(=NC1)N(C=C2C2=NC(=C(C(=N2)N[C@@H]2[C@H](C1CCC2CC1)C(=O)OCC)F)C=1NC=CC1)C(C1=CC=CC=C1)(C1=CC=CC=C1)C1=CC=CC=C1 (2S,3S)-ethyl 3-((2-(2-chloro-5-trityl-5H-pyrrolo[2,3-b]pyrazin-7-yl)-5-fluoro-6-(1H-pyrrol-2-yl)pyrimidin-4-yl)amino)bicyclo[2.2.2]octane-2-carboxylate